NC1=C2C(=NC(=N1)C=1C=NC(=CC1)F)N(N=C2)[C@@H]2CN(CC2)C(C=C)=O (S)-1-(3-(4-amino-6-(6-fluoropyridin-3-yl)-1H-pyrazolo[3,4-d]pyrimidin-1-yl)pyrrolidin-1-yl)prop-2-en-1-one